FC1(CCC(CC1)N1CN=CC2=C1NC=C2C=2C=C1N=CC=NC1=CC2)F N-(4,4-Difluorocyclohexyl)-5-(quinoxalin-6-yl)-7H-pyrrolo[2,3-d]pyrimidin